CC1(NCCC1)C 2,2-dimethylpyrroline